6-(2,6-dichloro-3,5-dimethoxyphenyl)-N-(2-morpholinoethyl)-[1,2,4]triazolo[4',3':1,6]pyrido[2,3-d]pyrimidin-2-amine ClC1=C(C(=C(C=C1OC)OC)Cl)C1=CC2=C(N=C(N=C2)NCCN2CCOCC2)N2C1=NN=C2